O=C(COC[C@H]1[C@@H](C1)NC1=C(C(NN=C1)=O)C(F)(F)F)N1CCN(CC1)C1=NC=C(C=C1)S(F)(F)(F)(F)F 5-(((1R,2R)-2-((2-oxo-2-(4-(5-(pentafluoro-λ6-sulfanyl)pyridin-2-yl)piperazine-1-yl)ethoxy)methyl)cyclopropyl)amino)-4-(trifluoromethyl)pyridazin-3(2H)-one